piperazin-1-yl-pyrimidine-5-carboxylic acid N1(CCNCC1)C1=NC=C(C=N1)C(=O)O